FC(C=1C=CC=NC1C(F)(F)F)(F)F 5,6-bis(trifluoromethyl)pyridin